COC1=C(C=CC=C1)C=1SC=CN1 2-(2-methoxyphenyl)thiazol